(S)-6-(methylthio)-1'-(3-(1-phenylcyclopropyl)-1H-pyrazolo[3,4-b]pyrazin-6-yl)-1,3-dihydrospiro[indene-2,4'-piperidine]-1-amine CSC1=CC=C2CC3(CCN(CC3)C3=CN=C4C(=N3)NN=C4C4(CC4)C4=CC=CC=C4)[C@@H](C2=C1)N